C(C(C)C)OC(=O)C=1C2=C(C=CC=3C=4C=CC(=C5C(=CC=C(C(=CC1)C23)C54)C(=O)OCC(C)C)O)O 3,10-dihydroxyperylene-4,9-dicarboxylic acid diisobutyl ester